8-chloro-5-((2-(2-((5-chloro-6-oxo-1-(tetrahydro-2H-pyran-2-yl)-1,6-dihydropyridazin-4-yl)amino)ethyl)-2-azaspiro[3.3]heptan-6-yl)(methyl)amino)-2-methylisoquinolin-1(2H)-one ClC=1C=CC(=C2C=CN(C(C12)=O)C)N(C)C1CC2(CN(C2)CCNC=2C=NN(C(C2Cl)=O)C2OCCCC2)C1